CC1=NC(=CC(=N1)C1(C(C=2C=CC=CC2CC1)=O)C)C 6-(2,6-dimethylpyrimidin-4-yl)-6-methyl-5-oxo-5,6,7,8-tetrahydronaphthalen